octahydroxyquinoline sulfate S(=O)(=O)(O)O.OC12C(C(C(N(C2=CC=CC1)O)(O)O)(O)O)(O)O